6-(N-(1-cyanocyclopropyl)sulfamoyl)-N-(cyanomethyl)-8-(4-(dimethylcarbamoyl)piperazin-1-yl)imidazo[1,2-a]pyridine-3-carboxamide 2,2,2-trifluoroacetate FC(C(=O)O)(F)F.C(#N)C1(CC1)NS(=O)(=O)C=1C=C(C=2N(C1)C(=CN2)C(=O)NCC#N)N2CCN(CC2)C(N(C)C)=O